N-(benzo[d]thiazol-2-yl)-2-((4-oxo-2-phenyl-4H-chromen-3-yl)oxy)acetamide S1C(=NC2=C1C=CC=C2)NC(COC2=C(OC1=CC=CC=C1C2=O)C2=CC=CC=C2)=O